(E)-1-(2-Chlorophenyl)-3-(3,5-dichloro-2-hydroxyphenyl)prop-2-en-1-one ClC1=C(C=CC=C1)C(\C=C\C1=C(C(=CC(=C1)Cl)Cl)O)=O